ClC=1C=C(C(=O)OC)C(=CN1)C=1OC2=C(N1)C(=CC=C2)Cl methyl 2-chloro-5-(4-chlorobenzo[d]oxazol-2-yl)isonicotinate